N-(2-aminoethyl)-2-aminoethane sodium [Na].NCCNCC